C(CC(O)(C(=O)O)CC(=O)O)(=O)O.C(CCC)O n-butyl alcohol citrate